(1r,4r)-N1-(5-Methyl-4-(6-(methyl(pyridin-3-yl)amino)imidazo[1,2-a]pyridin-3-yl)pyrimidin-2-yl)cyclohexane-1,4-diamine CC=1C(=NC(=NC1)NC1CCC(CC1)N)C1=CN=C2N1C=C(C=C2)N(C=2C=NC=CC2)C